methyl 5-(5-(7-(3,6-dihydro-2H-pyran-4-yl)-1,3-dimethyl-2-oxo-1,2-dihydro-1,6-naphthyridin-5-yl)-5,6,7,8-tetrahydropyrido[3,2-d]pyrimidin-2-yl)picolinate O1CCC(=CC1)C1=NC(=C2C=C(C(N(C2=C1)C)=O)C)N1CCCC=2N=C(N=CC21)C=2C=CC(=NC2)C(=O)OC